FC1=C(C=C(C=C1)F)[C@H](CC=C)N[S@@](=O)C(C)(C)C (S)-N-((S)-1-(2,5-difluorophenyl)but-3-en-1-yl)-2-methylpropan-2-sulfinamide